C1(=CC(=CC(=C1)C)C)P(C1=CC(=CC(=C1)C)C)C=1C(=C(C2=CC=CC=C2C1)C1=CC=CC2=CC=CC=C12)P(C1=CC(=CC(=C1)C)C)C1=CC(=CC(=C1)C)C bis[di(3,5-xylyl)phosphino]-1,1'-binaphthyl